(S)-6-benzhydryl-11-(benzyloxy)-3-(methoxymethyl)-5H-imidazo[1,2-a]pyrido[2,1-c]pyrazin-10(6H)-one C(C1=CC=CC=C1)(C1=CC=CC=C1)[C@@H]1N2C(C=3N(C1)C(=CN3)COC)=C(C(C=C2)=O)OCC2=CC=CC=C2